TIN-TITANIUM-SILICON [Si].[Ti].[Sn]